8-[benzyl-(8-methoxy-8-oxo-octyl)amino]-octanoic acid methyl ester COC(CCCCCCCN(CCCCCCCC(=O)OC)CC1=CC=CC=C1)=O